CC1(C[C@H]2C3C(C[C@@H]4[C@]5(C=CC(C([C@@H]5CC[C@]4([C@@]3(CC[C@]2(CC1)C(=O)OC)C)C)(C)C)=O)C)=O)C methyl (4aS,6aR,6bR,8aR,12aR,12bR,14bS)-2,2,6a,6b,9,9,12a-heptamethyl-10,14-dioxo-1,3,4,5,6,6a,6b,7,8,8a,9,10,12a,12b,13,14,14a,14b-octadecahydropicene-4a(2H)-carboxylate